FC=1C(=NC(=NC1)NC1=NC=C(C=C1)C1CCN(CC1)C)C1=C(C=2C(N(CC3(C2S1)CC3)C)=O)C 2'-(5-fluoro-2-((5-(1-methylpiperidin-4-yl)pyridin-2-yl)amino)pyrimidin-4-yl)-3',5'-dimethyl-5',6'-dihydro-4'H-spiro[cyclopropane-1,7'-thieno[3,2-c]pyridin]-4'-one